3-((2,6-difluorophenyl)ethynyl)quinolin-6-amine FC1=C(C(=CC=C1)F)C#CC=1C=NC2=CC=C(C=C2C1)N